CC=1C=C2C(C=C(OC2=C(C1)C(C)NC1=C(C(=O)O)C=CC=C1)C=1C=NC=CC1)=O 2-((1-(6-methyl-4-oxo-2-(pyridin-3-yl)-4H-chromen-8-yl)ethyl)amino)benzoic acid